(R)-7-(2-Cyclopropyl-benzyl)-5-(4'-difluoromethyl-2'-methoxy-3,4,5,6-tetrahydro-2H-[1,3']bipyridinyl-4-yl)-4-methyl-2,4,5,7-tetrahydro-pyrazolo[3,4-d]pyrimidin-6-on C1(CC1)C1=C(CN2C(N([C@@H](C=3C2=NNC3)C)C3CCN(CC3)C=3C(=NC=CC3C(F)F)OC)=O)C=CC=C1